C12(CC3CC(CC(C1)C3)C2)NS(=O)(=O)C2=CC=C(CCNC(C3=CC(=CC=C3)OCCCCC#C)=O)C=C2 N-(4-(N-((3R,5R)-adamantan-1-yl)aminosulfonyl)phenethyl)-3-(hex-5-yn-1-yloxy)benzamide